C(OC=1C=C(C=CC1NCC#C)P(C)(C)=O)([2H])([2H])[2H] (3-(methoxy-d3)-4-(prop-2-yn-1-ylamino)phenyl)dimethylphosphine oxide